C=1N=CN2C1C1=CC=CC=C1[C@@H]2[C@@]2([C@H](C(CCC2)(C)C)O)C (1S,2R)-2-((R)-5H-imidazo[5,1-a]isoindol-5-yl)-2,6,6-trimethylcyclohexan-1-ol